(R)-4-[3-(4-amino-2-methyl-pyrido[3,2-d]pyrimidin-6-yl)phenyl]-2-(2-pyridinyl)but-3-yn-2-ol NC=1C2=C(N=C(N1)C)C=CC(=N2)C=2C=C(C=CC2)C#C[C@@](C)(O)C2=NC=CC=C2